N-(4-chloro-1-(4-(trifluoromethyl)benzyl)-1H-pyrazolo[3,4-c]pyridin-3-yl)-3-methylisoxazole-4-carboxamide ClC1=C2C(=CN=C1)N(N=C2NC(=O)C=2C(=NOC2)C)CC2=CC=C(C=C2)C(F)(F)F